C(C)(C)(C)OC(=O)N1[C@H](CC[C@@H](C1)C)C1=CC(=CC=C1)OC[C@H]1N(CCC1)C.C[C@H]1CC[C@@H](NC1)C1=CC(=CC=C1)OC[C@H]1N(CCC1)C (2R,5S)-5-methyl-2-(3-(((S)-1-methylpyrrolidin-2-yl)methoxy)phenyl)piperidine tert-butyl-(2R,5S)-5-methyl-2-[3-[[(2S)-1-methylpyrrolidin-2-yl]methoxy]phenyl]piperidine-1-carboxylate